(S,E)-N-(1-(4-tert-butylphenyl)ethylidene)-2-methylpropane-2-sulfinamide C(C)(C)(C)C1=CC=C(C=C1)\C(\C)=N\[S@@](=O)C(C)(C)C